ClC=1C=C(C(=O)O)C=C(C1)CS(=O)(=O)C 3-chloro-5-[(methylsulfonyl)methyl]benzoic acid